[Br-].C[C@@]12CC[C@H]3[C@@H](CC[C@H]4[C@H](C(O[C@@H]([C@@]34OO1)O2)NCCCC[N+](C)(C)C)C)C (4-{[(1S,4S,5R,8S,9R,12R,13R)-1,5,9-trimethyl-11,14,15,16-tetraoxatetracyclo[10.3.1.04,13.08,13]hexadecan-10-yl]amino}butyl)trimethylammonium bromide